(E)-2-amino-6-((5-hydroxypent-2-en-3-yl)amino)-6-oxohexanoic acid NC(C(=O)O)CCCC(=O)N/C(=C/C)/CCO